NC(CC(C1=NC(=NO1)C(CO)N)NC(NC(C(=O)O)C(C)O)=O)=O 2-(3-(3-amino-1-(3-(1-amino-2-hydroxyethyl)-1,2,4-oxadiazol-5-yl)-3-oxopropyl)ureido)-3-hydroxybutanoic acid